N-((cis)-3-(3-Chlorophenyl)cyclobutyl)-1-((2-((S)-2-(((R)-3-hydroxypyrrolidin-1-yl)methyl)pyrrolidin-1-yl)pyrimidin-5-yl)methyl)-1H-pyrazole-4-carboxamide ClC=1C=C(C=CC1)[C@H]1C[C@H](C1)NC(=O)C=1C=NN(C1)CC=1C=NC(=NC1)N1[C@@H](CCC1)CN1C[C@@H](CC1)O